BrC1=C(C(=C2N(C(CN(S2(=O)=O)CC2=CC=C(C=C2)OC)C(=O)[O-])C1=O)C1=CC(=CC=C1)C(F)(F)F)CC1=CC=CC2=CC=CC=C12 7-Bromo-2-(4-methoxybenzyl)-8-(naphthalen-1-ylmethyl)-6-oxo-9-(3-(trifluoromethyl) phenyl)-3,4-dihydro-2H,6H-pyrido[1,2-e][1,2,5]thiadiazine-4-carboxylate 1,1-dioxide